CP(=O)(C)C=1C=C(C2=C(C(=CC=C2C1)F)C#C)C1=C(C=2N=C(N=C(C2C=N1)N1CCOC[C@@H](C1)NC(C=C)=O)OCC1(CC1)CN1CCOCC1)F (R)-N-(4-(7-(3-(dimethylphosphoryl)-8-ethynyl-7-fluoronaphthalen-1-yl)-8-fluoro-2-((1-(morpholinomethyl)cyclopropyl)methoxy)pyrido[4,3-d]pyrimidin-4-yl)-1,4-oxazepan-6-yl)acrylamide